NC1=NC=CC2=C(C=CC=C12)C=1C=C2C(=NN(C2=CC1)C1CCC1)COC1=C(C(=CC=C1)C)CC(=O)O 2-(2-((5-(1-aminoisoquinolin-5-yl)-1-cyclobutyl-1H-indazol-3-yl)methoxy)-6-methylphenyl)acetic acid